O[C@H](C(=O)N1CC=2CN(CC2C1)S(=O)(=O)C=1C=CC2=C(N(CCO2)C)C1)CC (2S)-2-hydroxy-1-{5-[(4-methyl-3,4-dihydro-2H-1,4-benzoxazin-6-yl)sulfonyl]-1H,2H,3H,4H,5H,6H-pyrrolo[3,4-c]pyrrol-2-yl}butan-1-one